C1(CC1)C=1SC=2CN(CCC2N1)C1=NC=2N(C(=C1C)C)C(N(N2)C)=O 7-(2-cyclopropyl-6,7-dihydrothiazolo[5,4-c]pyridin-5(4H)-yl)-2,5,6-trimethyl-[1,2,4]triazolo[4,3-a]pyrimidin-3(2H)-one